N-[[3'-(2-[2-[(1-methanesulfonylpyrrol-3-yl)formamido]acetamido]-1,3-thiazol-4-yl)-[1,1'-biphenyl]-3-yl]methyl]piperidine-4-carboxamide CS(=O)(=O)N1C=C(C=C1)C(=O)NCC(=O)NC=1SC=C(N1)C=1C=C(C=CC1)C1=CC(=CC=C1)CNC(=O)C1CCNCC1